ClC=1C=C(CNCCCCOCCOC2=NC3=C(C4=CN=CC=C24)C=CC(=C3)C(=O)O)C=C(C1)C1(CC1)C#N 5-(2-(4-((3-chloro-5-(1-cyanocyclopropyl)benzyl)amino)butoxy)ethoxy)benzo[c][2,6]naphthyridine-8-carboxylic acid